CCC(=O)NN N-methylacetylhydrazine